6-[4-[3-Fluoro-4-(5-hydroxypyridin-3-yl)benzoyl]piperazin-1-yl]-N-(4-methoxyphenyl)pyridazine-3-carboxamide FC=1C=C(C(=O)N2CCN(CC2)C2=CC=C(N=N2)C(=O)NC2=CC=C(C=C2)OC)C=CC1C=1C=NC=C(C1)O